FC(C1=CC(=NN1)NC1=NC(=C2C=CC=NC2=C1)NC1C2CC3(CC(CC1C3)C2)O)(F)F 4-[[7-[[5-(trifluoromethyl)-1H-pyrazol-3-yl]amino]-1,6-naphthyridin-5-yl]amino]adamantan-1-ol